FC=1C=NC=NC1 5-fluoro-pyrimidin